(S)-8-(2-amino-6-((R)-1-(3'-chloro-4'-ethoxy-3-(3-methyl-1H-pyrazol-1-yl)-[1,1'-biphenyl]-4-yl)-2,2,2-trifluoroethoxy)pyrimidin-4-yl)-2,8-diazaspiro[4.5]decane-3-carboxylic acid NC1=NC(=CC(=N1)N1CCC2(C[C@H](NC2)C(=O)O)CC1)O[C@@H](C(F)(F)F)C1=C(C=C(C=C1)C1=CC(=C(C=C1)OCC)Cl)N1N=C(C=C1)C